C(C1=CC=CC=C1)OC(=O)C1CN=CCO1 [1,4]Oxazine-6(5H)-carboxylic acid benzyl ester